(S)-4-(3-(5-fluoro-2-methoxypyridin-4-yl)-1H-pyrazole-5-carbonyl)-N-((3-(trifluoromethyl)pyridin-4-yl)methyl)-4-azaspiro[2.5]octane-7-carboxamide FC=1C(=CC(=NC1)OC)C1=NNC(=C1)C(=O)N1C2(CC2)C[C@H](CC1)C(=O)NCC1=C(C=NC=C1)C(F)(F)F